(R)-2-{1,1-dimethyl-3-[(1s,4R)-4-methoxycyclohexyl]propylamino}-1-(m-fluorophenyl)-1-ethanol CC(CCC1CCC(CC1)OC)(C)NC[C@H](O)C1=CC(=CC=C1)F